ClC1=C(C(=O)N(C(C)C2OCCC2)C2CC2)C=C(C=N1)C=1C=NN(C1)C1=C(C=C(C=C1Cl)C(C(F)(F)F)(C(F)(F)F)F)Cl 2-chloro-N-cyclopropyl-5-(1-(2,6-dichloro-4-(perfluoropropan-2-yl)phenyl)-1H-pyrazol-4-yl)-N-(1-(tetrahydrofuran-2-yl)ethyl)nicotinamide